FC1=C(C(=CC=C1)F)[C@@H]1CC(=NO1)C=1N=C(SC1)C1CCN(CC1)C(CN1N=C(C=C1C)C(F)(F)F)=O 1-(4-{4-[(5S)-5-(2,6-difluorophenyl)-4,5-dihydro-1,2-oxazol-3-yl]-1,3-thiazol-2-yl}piperidin-1-yl)-2-[5-methyl-3-(trisFluoromethyl)-1H-pyrazol-1-yl]Ethanone